BrC=1SC2=C(C1CCC(=O)OC)C=CC=C2 methyl 3-(2-bromobenzothiophen-3-yl)propanoate